C(C#C)OP(OCCC=C)(=O)C methylphosphonic acid (3-butenyl) (2-propynyl) ester